3-methyl-2-(7-((8S,8aR)-octahydroindolizin-8-yl)-6,7-dihydro-5H-pyrrolo[2,3-c]pyridazin-3-yl)-5-(trifluoromethyl)phenol CC=1C(=C(C=C(C1)C(F)(F)F)O)C1=CC2=C(N=N1)N(CC2)[C@H]2CCCN1CCC[C@H]21